C(C)(C)(C)OC(=O)N[C@H](C(=O)OC)C1CCC(CC1)O Methyl (S)-2-((tert-butoxycarbonyl)amino)-2-(4-hydroxycyclohexyl)acetate